CC=1C(C(=C(C(C1C)=O)C)C\C=C(\CCC[C@@H](CCC[C@@H](CCCC(C)C)C)C)/C)=O 2,3,5-trimethyl-6-((2E,7R,11R)-3,7,11,15-tetramethyl-2-hexadecen-1-yl)-p-benzoquinone